(5-tert-butyl-2H-pyrazol-3-yl)-3-[4-(5-{6-[2-(2,6-dioxopiperidin-3-yl)-1-oxo-2,3-dihydro-1H-isoindol-4-yl]-hexyloxy}-benzimidazol-1-yl)-phenyl]-urea C(C)(C)(C)C=1C=C(NN1)NC(=O)NC1=CC=C(C=C1)N1C=NC2=C1C=CC(=C2)OCCCCCCC2=C1CN(C(C1=CC=C2)=O)C2C(NC(CC2)=O)=O